[C].[P] phosphorus carbon